2-phenyl-5-({[(pyridin-4-yl)methyl]carbamoyl}amino)-2,3-dihydro-1H-indole-1-carboxylic acid tert-butyl ester C(C)(C)(C)OC(=O)N1C(CC2=CC(=CC=C12)NC(NCC1=CC=NC=C1)=O)C1=CC=CC=C1